ethyl 1-[(4-fluorophenyl) methyl]-6-(oxetan-3-yl)-2-oxo-1,8-naphthyridine-3-carboxylate FC1=CC=C(C=C1)CN1C(C(=CC2=CC(=CN=C12)C1COC1)C(=O)OCC)=O